ethyl 2-(((trans)-4-aminocyclohexyl)oxy)-acetate N[C@@H]1CC[C@H](CC1)OCC(=O)OCC